N-((3R,4S)-3-(Pyrrolidin-1-Yl)Chroman-4-Yl)-6-(Trifluoromethyl)-7H-Pyrrolo[2,3-D]Pyrimidin-4-Amine N1(CCCC1)[C@H]1COC2=CC=CC=C2[C@@H]1NC=1C2=C(N=CN1)NC(=C2)C(F)(F)F